BrC=1C(=CC=2N=C(NC(C2N1)=O)C)C(F)(F)F 6-bromo-2-methyl-7-(trifluoromethyl)pyrido[3,2-d]pyrimidin-4(3H)-one